1-(2-(benzyloxy)-3,5-bis(trifluoromethyl)phenyl)pyrrolidine C(C1=CC=CC=C1)OC1=C(C=C(C=C1C(F)(F)F)C(F)(F)F)N1CCCC1